NC12CC3(CC(CC(C1)C3)C2)NC(=O)NCCOCCNC2=C3C(N(C(C3=CC=C2)=O)C2C(NC(CC2)=O)=O)=O 1-(3-Aminoadamantan-1-yl)-3-(2-(2-((2-(2,6-dioxopiperidin-3-yl)-1,3-dioxoisoindolin-4-yl)amino)ethoxy)ethyl)urea